BrC=1C(=C(NC1C)C(=O)N)C1=CC=C(C=C1)OC1=NC(=CC=C1)C 4-bromo-5-methyl-3-(4-((6-methylpyridin-2-yl)oxy)phenyl)-1H-pyrrole-2-carboxamide